FC=1C(=C(C(=C(C1)OC)F)F)F tetrafluoroanisole